C(CCCCCCCCCC)OC(C(CCCCCCCC)C(=O)OCCCCCCCCCCC)=O 2-[(undecyloxy)carbonyl]decanoic acid undecyl ester